perfluorooctyl-dimethyl-ammonium F[N+](C(F)(F)F)(C(F)(F)F)C(C(C(C(C(C(C(C(F)(F)F)(F)F)(F)F)(F)F)(F)F)(F)F)(F)F)(F)F